[4-(4-butylcyclohexyl)phenyl]boronic acid C(CCC)C1CCC(CC1)C1=CC=C(C=C1)B(O)O